O=C1NC(CCC1N1C(C2=CC=CC(=C2C1=O)N1CC(CC1)CO)=O)=O 2-(2,6-dioxopiperidin-3-yl)-4-[3-(hydroxymethyl)pyrrolidin-1-yl]isoindole-1,3-dione